3-(3-fluorophenoxymethyl)-2-(2-methyl-5-phenyl-1,3-thiazole-4-carbonyl)-2-azabicyclo[3.1.1]heptane FC=1C=C(OCC2N(C3CC(C2)C3)C(=O)C=3N=C(SC3C3=CC=CC=C3)C)C=CC1